C(C)(C)(C)OC(=O)N1C[C@@H](CCC1)CN1N=CC(=C1)C1=C(N=NC(=C1)Cl)N.C(C)[N+](CCC)(C)CC Diethyl-methyl-propyl-ammonium tert-butyl-(3R)-3-[[4-(3-amino-6-chloro-pyridazin-4-yl)pyrazol-1-yl]methyl]piperidine-1-carboxylate